e-maleic acid C(\C=C\C(=O)O)(=O)O